O=C1NC(CC[C@H]1NC(=O)[C@H]1CCCC2=CC=CC=C12)=O (S)-N-((R)-2,6-dioxopiperidin-3-yl)-1,2,3,4-tetrahydronaphthalene-1-carboxamide